N1CCC(CC1)C1=NC=CN=C1OC=1C=NC(=CC1)C(F)(F)F 2-(piperidin-4-yl)-3-{[6-(trifluoromethyl)pyridin-3-yl]oxy}pyrazine